FC(C1=NOC(=N1)C1CC2(CN(C2)C(=O)OC(C)(C)C)C1)(F)F Tert-butyl 6-[3-(trifluoromethyl)-1,2,4-oxadiazol-5-yl]-2-azaspiro[3.3]heptane-2-carboxylate